p-cresol acetate (Para-cresyl-acetate) C1(=CC=C(C=C1)C)CC(=O)O.C(C)(=O)O.C1=CC(=CC=C1O)C